7-((((S)-1-cyclopropylethyl)amino)methyl)-1H-pyrrolo[3,2-b]pyridine-5-carboxamide C1(CC1)[C@H](C)NCC1=C2C(=NC(=C1)C(=O)N)C=CN2